BrC=1C=CC2=C(N(C=N2)C=2C=C(NC)C=CC2)C1 3-(6-bromo-1H-benzo[d]imidazol-1-yl)-N-methylaniline